methyl 5-(difluoromethyl)-1-(2-trimethylsilylethoxymethyl)pyrazole-3-carboxylate FC(C1=CC(=NN1COCC[Si](C)(C)C)C(=O)OC)F